C(C=C)(=O)N1[C@@H](CC1)CN1C2=C(N(C(C1=O)=O)C=1C(=NC=CC1C)C(C)C)N=C(C(=C2)Cl)C2=C1C=NNC1=CC=C2C 1-(((S)-1-acryloylazetidin-2-yl)methyl)-7-chloro-4-(2-isopropyl-4-methylpyridin-3-yl)-6-(5-methyl-1h-indazol-4-yl)-1,4-dihydropyrido[2,3-b]pyrazine-2,3-dione